BrC1=NN(C(=C1)C(=O)NC1(CC1)C(NC1=CC=C(C=C1)Cl)=O)C1=NC=CC=C1Cl 3-bromo-1-(3-chloropyridin-2-yl)-N-(1-((4-chlorophenyl)carbamoyl)cyclopropyl)-1H-pyrazole-5-carboxamide